3-hydroxy-2-aminophenol OC=1C(=C(C=CC1)O)N